Methyl 4-bromo-2-methylbenzo[d]oxazole-6-carboxylate BrC1=CC(=CC2=C1N=C(O2)C)C(=O)OC